C1CCC12N(CCNC2)C(=O)OC(C)(C)C tert-butyl 5,8-diazaspiro[3.5]nonane-5-carboxylate